[(1-(2-fluoroethyl)-3-piperidyl)oxy]-2,3-dihydro-1,4-benzoxazepin-5-one FCCN1CC(CCC1)OC1OC2=C(C(NC1)=O)C=CC=C2